N-[(S)-1-phenylethyl]-(5r,8S)-8-[1-(2-hydroxyethyl)-4-pyrazolylamino]-2-aza-2-spiro[4.5]decanecarboxamide C1(=CC=CC=C1)[C@H](C)NC(=O)N1CC2(CC1)CCC(CC2)NC=2C=NN(C2)CCO